γ-isocyanopropyltrimethoxysilane [N+](#[C-])CCC[Si](OC)(OC)OC